CC(CCO)O Methyl-1,3-Propan-diol